O=C(CCCCN=C=S)CC 5-oxoheptyl isothiocyanate